COC(=O)C1=C(C=NN1C)C1=NC=C(C=N1)NC(=O)OC(C)(C)C.FC(C1=CC=2N(C3=CC=CC=C3SC2C=C1)CCCCCCN1C(CCCC1)=O)(F)F 1-(6-(2-(trifluoromethyl)-10H-phenothiazin-10-yl)hexyl)piperidin-2-one Methyl-4-(5-((tert-butoxycarbonyl)amino)pyrimidin-2-yl)-1-methyl-1H-pyrazole-5-carboxylate